1-(3-bromo-5-methoxyphenyl)-3-(3,5-dichloro-2-hydroxymethylphenyl)urea BrC=1C=C(C=C(C1)OC)NC(=O)NC1=C(C(=CC(=C1)Cl)Cl)CO